6-(((2-Ethylbutyl)amino)methyl)-3-(3-((1s,3s)-3-methyl-1-(4-methyl-4H-1,2,4-triazol-3-yl)cyclobutyl)phenyl)-8-(trifluoromethyl)quinazolin-4(3H)-one C(C)C(CNCC=1C=C2C(N(C=NC2=C(C1)C(F)(F)F)C1=CC(=CC=C1)C1(CC(C1)C)C1=NN=CN1C)=O)CC